isopropyl 5-(5-fluoro-2-pyridyl)-1-isopropyl-4-oxo-pyridine-3-carboxylate FC=1C=CC(=NC1)C=1C(C(=CN(C1)C(C)C)C(=O)OC(C)C)=O